8,8-dimethyl-7,8-dihydro-6H-cyclopenta[e]pyrazolo[1,5-a]pyrimidine-2-carbonitrile CC1(CCC=2C=NC=3N(C21)N=C(C3)C#N)C